C1(=C(C=CC=C1)C1=CC2=C(C(C(O2)=O)CCCC)C(=C1C1=C(C=CC=C1)C)CCCC)C ditolyl-dibutyl-benzofuranone